Pentaethylene glycol dibutyl ether C(CCC)OCCOCCOCCOCCOCCOCCCC